4-[(2R)-3-(3,4-dihydro-1H-isoquinolin-2-yl)-2-hydroxy-propyl]-8-(1,3-dimethylpyrazol-4-yl)-2,3-dihydro-1,4-benzoxazepin-5-one C1N(CCC2=CC=CC=C12)C[C@H](CN1CCOC2=C(C1=O)C=CC(=C2)C=2C(=NN(C2)C)C)O